ethyl (R)-2-(piperidin-3-yl)acetate N1C[C@H](CCC1)CC(=O)OCC